CCCCCCCCCCCCCCCCCCCCCC(=O)O[C@H](COCCCCCCCC/C=C\CCCCCCCC)COP(=O)([O-])OCC[N+](C)(C)C 1-(9Z-Octadecenyl)-2-docosanoyl-sn-glycero-3-phosphocholine